FC(C(OC(C(=O)F)(C(F)(F)F)F)(F)F)(C(F)(F)F)F 2-(heptafluoropropoxy)tetrafluoropropionyl fluoride